FC(F)(F)C1=NC=C(N1)C=O (trifluoromethyl)-3H-imidazole-4-carbaldehyde